N1(CCCC1)C(=O)[C@H]1CCCC=2N1C(N(N2)CC2=NC=C(C=C2)C(F)(F)F)=O |r| (5RS)-5-(Pyrrolidin-1-ylcarbonyl)-2-{[5-(trifluoromethyl)pyridin-2-yl]methyl}-5,6,7,8-tetrahydro[1,2,4]triazolo[4,3-a]pyridin-3(2H)-one